Ethyl (E)-(4-methylpent-2-enoyl)-L-phenylalaninate CC(/C=C/C(=O)N[C@@H](CC1=CC=CC=C1)C(=O)OCC)C